ClC1=CC(=C(COC2=CC=CC(=N2)C2CC[NH2+]CC2)C=C1)F 4-(6-((4-chloro-2-fluorobenzyl)oxy)pyridin-2-yl)piperidin-1-ium